5-methyl-2-[(3S)-tetrahydrofuran-3-yl]oxy-N-[1-[3-(trifluoromethyl)phenyl]ethyl]pyrido[2,3-d]pyridazin-8-amine CC1=C2C(=C(N=N1)NC(C)C1=CC(=CC=C1)C(F)(F)F)N=C(C=C2)O[C@@H]2COCC2